Methyl-4-(2-ethoxy-2-oxo-N-(1-phenyl-1H-indol-6-yl)acetamido)-5-nitrothiophene-2-carboxylate COC(=O)C=1SC(=C(C1)N(C(C(=O)OCC)=O)C1=CC=C2C=CN(C2=C1)C1=CC=CC=C1)[N+](=O)[O-]